C(C)(C)(C)OC(=O)N(CCCCC(=O)O)C1CCC(CC1)(F)F 5-((tert-Butoxycarbonyl)(4,4-difluorocyclohexyl)amino)pentanoic acid